NC1=NC=2C=C(C(=CC2C2=C1C=NN2C)C(=O)N(CC2=NC=C(C(=C2)C)C#CC(C)(C)O)C2CC2)F 4-amino-N-cyclopropyl-7-fluoro-N-((5-(3-hydroxy-3-methylbut-1-yn-1-yl)-4-methylpyridin-2-yl)methyl)-1-methyl-1H-pyrazolo[4,3-c]quinoline-8-carboxamide